C(C1=CC=CC=C1)OC(=O)N1[C@H]([C@@](CC1)(CO)N)CC1=C(C(=CC=C1)Br)F |o1:11,12| rel-(2S,3S)-3-amino-2-[(3-bromo-2-fluorophenyl)methyl]-3-(hydroxymethyl)pyrrolidine-1-carboxylic acid benzyl ester